(E)-dimethyl-(phenyl)(4-phenylbut-1-enyl)silane C[Si](\C=C\CCC1=CC=CC=C1)(C1=CC=CC=C1)C